O=C1N(CC2(CC2)C2=CC(=CC=C12)C(F)(F)F)CC(=O)NC1=NC=C2C(=N1)NN=C2 2-[1-oxo-6-(trifluoromethyl)spiro[3H-isoquinoline-4,1'-cyclopropane]-2-yl]-N-(1H-pyrazolo[3,4-d]pyrimidin-6-yl)acetamide